N-((S)-1-((2S,4R)-4-hydroxy-2-(5-(4-(4-methylthiazol-5-yl)benzyl)thiazol-2-yl)pyrrolidin-1-yl)-3,3-dimethyl-1-oxobutan-2-yl)acetamide O[C@@H]1C[C@H](N(C1)C([C@H](C(C)(C)C)NC(C)=O)=O)C=1SC(=CN1)CC1=CC=C(C=C1)C1=C(N=CS1)C